(1S,5S)-3,6-diazabicyclo[3.2.0]heptane-3-carboxylic acid tert-butyl ester C(C)(C)(C)OC(=O)N1C[C@@H]2CN[C@@H]2C1